FC=1C=C(C=CC1F)C1CN(CCO1)C(=O)NC(C(=O)N)(C)CC1=CC=C(C=C1)C(F)(F)F {[2-(3,4-difluorophenyl)morpholine-4-carbonyl]amino}-2-{[4-(trifluoromethyl)phenyl]methyl}propanamide